BrC1=CC=C(S1)C[C@H](C)NC(=O)OCC1C2=CC=CC=C2C=2C=CC=CC12 (2S)-3-(5-bromothiophen-2-yl)-2-(9H-fluoren-9-ylmethoxycarbonylamino)propane